7-(3,5-dichlorophenyl)-2-(ethylthio)-3-(1-methyl-5-(trifluoromethyl)-1H-benzo[d]imidazol-2-yl)pyrazolo[1,5-a]pyrimidine ClC=1C=C(C=C(C1)Cl)C1=CC=NC=2N1N=C(C2C2=NC1=C(N2C)C=CC(=C1)C(F)(F)F)SCC